aluminum nickel aluminum [Al].[Ni].[Al]